C(C)(C)(C)OC(=O)N1CC2C(C2C1)N 6-amino-3-azabicyclo[3.1.0]Hexane-3-carboxylic acid tert-butyl ester